C(C1=CC=CC=C1)OC1=CC=C(C=C1)S(=O)(=O)C1=CC=C(C=C1)O 4-[{4-(benzyloxy)phenyl}sulfonyl]phenol